C1(CC1)C1=NC=NC(=C1C1=NN2C(N(C(CC2)=O)CC2=CC=C(C=C2)C=2N(C=C(N2)C(F)(F)F)C(CF)C)=N1)OC 2-(4-cyclopropyl-6-methoxypyrimidin-5-yl)-4-(4-(1-(1-fluoropropan-2-yl)-4-(trifluoromethyl)-1H-imidazol-2-yl)benzyl)-6,7-dihydro-[1,2,4]triazolo[1,5-a]pyrimidin-5(4H)-one